(1S,3S,5R)-5-((pent-4-en-1-yloxy)methyl)-2-azabicyclo[3.1.0]hexane-2,3-dicarboxylic acid 2-(tert-butyl) ester 3-ethyl ester C(C)OC(=O)[C@H]1N([C@H]2C[C@]2(C1)COCCCC=C)C(=O)OC(C)(C)C